C(C)OC(C(C(C(CC=1C(=C(C=CC1)C1=CC=CC=C1)F)NC(=O)OC(C)(C)C)O)(F)F)=O 4-((tert-butoxycarbonyl)amino)-2,2-difluoro-5-(2-fluoro-[1,1'-biphenyl]-3-yl)-3-hydroxyvaleric acid ethyl ester